N1=C(N=CN=C1)S(=O)(=O)O.C1(CCCCC1)CNC[C@H](CN1C[C@H]2CCCC[C@H]2CC1)O (3S,4aS,8aS)-2-[(R)-3-cyclohexylmethylamino-2-hydroxypropyl]decahydroisoquinoline 1,3,5-triazinesulfonate